tert-butyl {R}-4-(4-((2-oxo-4-phenylpyridin-1(2H)-yl)methyl)piperidine-1-carbonyl)-3-phenylpiperazine-1-carboxylate O=C1N(C=CC(=C1)C1=CC=CC=C1)CC1CCN(CC1)C(=O)N1[C@@H](CN(CC1)C(=O)OC(C)(C)C)C1=CC=CC=C1